7-(4-(8-methoxy-3,4-dihydrobenzofuro[2,3-c]pyridin-2(1H)-yl)butoxy)-3,4-dihydroquinolin-2(1H)-one COC1=CC=CC2=C1OC=1CN(CCC12)CCCCOC1=CC=C2CCC(NC2=C1)=O